C(#N)C1=C(C=CC=C1)[C@@H]([C@@H](C)C=1N(C(C(=C(N1)C(NC=1C=NOC1)=O)OC)=O)C)C=1C=NN(C1)CCCNC(OC(C)(C)C)=O tert-butyl N-(3-{4-[(1R,2R)-1-(2-cyanophenyl)-2-{5-methoxy-1-methyl-4-[(1,2-oxazol-4-yl)carbamoyl]-6-oxopyrimidin-2-yl}propyl]pyrazol-1-yl}propyl)carbamate